[N+](=O)([O-])N(C=1NC(C=2NC=NC2N1)=O)CC1=CC=CC=C1 nitrobenzylguanine